ClC1=NC(=NC(=C1)C1=CC(=CC=C1)Cl)C1=CC=CC=C1 4-chloro-6-(3-chlorophenyl)-2-phenylpyrimidine